N-(2-(4,4-Dimethylpiperidin-1-yl)-4-(methyl(1-methylazetidin-3-yl)amino)phenyl)-2-fluoropyrimidine-4-carboxamide CC1(CCN(CC1)C1=C(C=CC(=C1)N(C1CN(C1)C)C)NC(=O)C1=NC(=NC=C1)F)C